tri(4-carbazole-9-yl-phenyl)amine C1=CC=CC=2C3=CC=CC=C3N(C12)C1=CC=C(C=C1)N(C1=CC=C(C=C1)N1C2=CC=CC=C2C=2C=CC=CC12)C1=CC=C(C=C1)N1C2=CC=CC=C2C=2C=CC=CC12